tert-butyl (S)-4-(3-bromo-5-cyano-2-(difluoromethoxy)phenyl)-3-methylpiperazine-1-carboxylate BrC=1C(=C(C=C(C1)C#N)N1[C@H](CN(CC1)C(=O)OC(C)(C)C)C)OC(F)F